NC1=C(C2=CC=CC(=C2C=C1)Br)NC(C1=CC=C(C=C1)F)=O N-(2-amino-5-bromonaphthalen-1-yl)-4-fluorobenzamide